NC1=C2C(=C3C(=N1)C=C(N3)C(=O)N([C@@H]3CO[C@@H](C1=CC(=CC=C31)C(F)(F)F)C)C)CO[C@@H]2C (R)-5-amino-N,6-dimethyl-N-((1R,4S)-1-methyl-7-(trifluoromethyl)isochroman-4-yl)-6,8-dihydro-1H-furo[3,4-d]pyrrolo[3,2-b]pyridine-2-carboxamide